3-[2-(3-chloro-4-methoxybenzoyl)-1,2,3,4-tetrahydroisoquinolin-5-yl]-3-(7-methoxy-1-methyl-1H-benzo[d][1,2,3]triazol-5-yl)propionic acid ethyl ester C(C)OC(CC(C1=CC2=C(N(N=N2)C)C(=C1)OC)C1=C2CCN(CC2=CC=C1)C(C1=CC(=C(C=C1)OC)Cl)=O)=O